C(C)OC(=O)C1=CC=C(C(=O)Cl)C=C1 4-ethoxycarbonyl-benzoyl chloride